C(C)C1=CC=C(C=C1)C(CC(=O)C1=CC=CC=C1)=O 1-p-ethylphenyl-3-phenyl-1,3-propanedione